(11R)-6-(2,6-Dimethylphenyl)-12-(5,5-dimethylpyrrolidin-3-yl)-11-isobutyl-2,2-dioxo-9-oxa-2λ6-thia-3,5,12,19-tetrazatricyclo[12.3.1.14,8]nonadeca-1(18),4(19),5,7,14,16-hexaen-13-one CC1=C(C(=CC=C1)C)C1=NC=2NS(C=3C=CC=C(C(N([C@@H](COC(=C1)N2)CC(C)C)C2CNC(C2)(C)C)=O)C3)(=O)=O